(S or R)-5-(2-acetylaminobenzothiazol-6-yl)-2-methoxy-N-(1-(2-(trifluoromethoxy)phenyl)ethyl)nicotinamide C(C)(=O)NC=1SC2=C(N1)C=CC(=C2)C=2C=NC(=C(C(=O)N[C@@H](C)C1=C(C=CC=C1)OC(F)(F)F)C2)OC |o1:21|